C(CCCCCCCCCCCCCC)OCC(O)CO 1-pentadecylglycerol